2-bromo-4-chloro-1-nitrobenzene BrC1=C(C=CC(=C1)Cl)[N+](=O)[O-]